[Cl-].[Cl-].C[Si](=[Zr+2](C1C(=CC2=C(C=CC(=C12)C)C(C)C)C)C1C(=CC2=C(C=CC(=C12)C)C(C)C)C)C Dimethylsilanediyl-bis(2,7-dimethyl-4-isopropyl-indenyl)zirconium dichloride